CN1C=CC=C1C 1,5-dimethyl-1H-pyrrol